tert-butyl-4-(4-cyano-2-((4,6-dimethylpyrimidin-2-yl)amino)phenyl)piperazine C(C)(C)(C)N1CCN(CC1)C1=C(C=C(C=C1)C#N)NC1=NC(=CC(=N1)C)C